3-hydroxy-2,4-hexadienoic acid OC(=CC(=O)O)C=CC